FC1=NC(=C2N=CN(C2=N1)C1OCCCCC1)NCC1=C(C=CO1)OC 2-fluoro-6-(3-methoxyfurfurylamino)-9-(oxepan-2-yl)-9H-purine